NC1=C(C(=O)O)C=C(C=C1)O 2-amino-5-hydroxy-benzoic acid